(±)-4-((trans)-2-(tert-butyloxycarbonyl)cyclopropyl)piperidine-1-carboxylic acid tert-butyl ester C(C)(C)(C)OC(=O)N1CCC(CC1)[C@H]1[C@@H](C1)C(=O)OC(C)(C)C |r|